(S)-6-(5-(3,5-dimethylisoxazol-4-yl)-1-isobutyl-1H-benzo[d]Imidazol-2-yl)piperidin-2-one Palmitate C(CCCCCCCCCCCCCCC)(=O)O.CC1=NOC(=C1C1=CC2=C(N(C(=N2)[C@@H]2CCCC(N2)=O)CC(C)C)C=C1)C